SCC(C(=O)O)CS 3-mercapto-2-(mercaptomethyl)propionic acid